O=C1N(C(C2=CC=CC=C12)=O)CC1=NNC=C1C(=O)N 3-[(1,3-dioxoisoindolin-2-yl)methyl]-1H-pyrazole-4-carboxamide